F[B-](F)(F)F.C[NH2+]C Dimethyl-ammonium tetrafluoroborate